FC(C(=O)OC1CCCC1)(F)F.P(=O)(O)(O)O phosphate-cyclopentyl trifluoroacetate